furo[3,4-f]quinolizine C=1OC=C2C1N1CC=CC=C1C=C2